COC(=O)C=1C=CC2=C(N(C(=N2)CN2CC3=CC(=CC=C3CC2)OCC=2N=NC=CC2)C[C@H]2OCC2)C1 (S)-1-((oxetan-2-yl)methyl)-2-((7-((pyridazin-3-yl)methoxy)-3,4-dihydroisoquinolin-2(1H)-yl)methyl)-1H-benzo[d]imidazole-6-carboxylic acid methyl ester